C(C)(C)(C)N(C(=O)O[C@H]1[C@@H](CC[C@H](C1)C)C(=C)C)C12C3C4C5(C3C1C5C24)C(NC=2C=C4C(=NC=NC4=CC2OC)C=2C(=NN(C2)C)C2=CC=CC=C2)=O (1R,2S,5R)-5-methyl-2-(prop-1-en-2-yl)cyclohexan-1-ol tert-butyl-(4-((7-methoxy-4-(1-methyl-3-phenyl-1H-pyrazol-4-yl)quinazolin-6-yl)carbamoyl)cuban-1-yl)carbamate